C(C1=CC=CC=C1)(=O)N1CCC2(C(N3[C@H](O2)CC[C@H]3C3=NC=CN=C3)=O)CC1 (5'S,7a'R)-1-benzoyl-5'-(pyrazin-2-yl)tetrahydro-3'H-spiro[piperidine-4,2'-pyrrolo[2,1-b]oxazol]-3'-one